indanedion C1(C(CC2=CC=CC=C12)=O)=O